C12(CC(C1)C2)NC/C=C/C(=O)OC methyl (E)-4-(bicyclo[1.1.1]pentan-1-ylamino)but-2-enoate